Triethyl-monoethoxysilan Ethyl-7-[7-(tert-butoxycarbonyl)-2,2-difluoro-7-azaspiro[3.5]nonan-6-yl]-1-{[2-(trimethylsilyl)ethoxy]methyl}indazole-4-carboxylate C(C)OC(=O)C=1C=2C=NN(C2C(=CC1)C1CC2(CC(C2)(F)F)CCN1C(=O)OC(C)(C)C)COCC[Si](C)(C)C.C(C)[Si](OCC)(CC)CC